(3R)-3-amino-8-fluoro-7-(6-isopropyl-3-pyridyl)-5-[[4-(4-methoxyphenyl)phenyl]methyl]-1,1-dioxo-2,3-dihydro-1λ6,5-benzothiazepin-4-one N[C@H]1CS(C2=C(N(C1=O)CC1=CC=C(C=C1)C1=CC=C(C=C1)OC)C=C(C(=C2)F)C=2C=NC(=CC2)C(C)C)(=O)=O